O=C1NC(CCC1N1CC2=CC=CC(=C2C1=O)C#CCCCN1CCN(CC1)C1CCN(CC1)C1=NC=C(C(=O)N2CCC(CC2)CCCCNC(\C=C\C=2C=NC=CC2)=O)C=C1)=O (E)-N-(4-(1-(6-(4-(4-(5-(2-(2,6-dioxopiperidin-3-yl)-3-oxoisoindolin-4-yl)pent-4-yn-1-yl)piperazin-1-yl)piperidin-1-yl)nicotinoyl)piperidin-4-yl)butyl)-3-(pyridin-3-yl)acrylamide